BrC1=CC=C(S1)C=C(C(=O)OC)C#N methyl 3-(5-bromothiophene-2-yl)-2-cyanoacrylate